benzyl 3-oxocyclobutanoate O=C1CC(C1)C(=O)OCC1=CC=CC=C1